C12=CC=C(N1)C=C1C=CC(=N1)C=C1C=CC(N1)=CC=1C=CC(N1)=C2.[Fe].[Fe] iron-iron porphyrin